5-[2-(2,6-difluorophenyl)-5-phenyl-3H-imidazol-4-yl]-3-(2,2-dimethylpropyl)-3H-imidazo[4,5-b]pyridin-2-ylamine mesylate S(C)(=O)(=O)O.FC1=C(C(=CC=C1)F)C1=NC(=C(N1)C1=CC=C2C(=N1)N(C(=N2)N)CC(C)(C)C)C2=CC=CC=C2